C(CCCCC)C(CC(=O)OCCCCCCN(CCN(CCCC(=O)OCCCCCCCCCCC)CCO)CCO)CCCCCC 6-((2-hydroxyethyl) (2-((2-hydroxyethyl)(4-(undecyloxy)-4-oxobutyl)amino)ethyl)amino)hexyl 3-hexylnonanoate